1-(difluoromethyl)-4-nitro-1H-pyrazol FC(N1N=CC(=C1)[N+](=O)[O-])F